CC1CN(CCN1)C#N 3-methylpiperazin-1-carbonitrile